4-dioctylphosphoryl-1-(4-octylphenyl)butane-1,3-dione C(CCCCCCC)P(=O)(CCCCCCCC)CC(CC(=O)C1=CC=C(C=C1)CCCCCCCC)=O